(1S,2R)-2-aminocyclohexan NC1CCCCC1